Cl[Cu-2]=C1N(C=CN1C1=C(C=CC=C1C(C)C)C(C)C)C1=C(C=CC=C1C(C)C)C(C)C Chloro[1,3-bis(2,6-di-isopropylphenyl)imidazol-2-ylidene]copper (I)